1-(2-chlorophenyl)-2-(1H-imidazol-1-yl)ethan-1-ol ClC1=C(C=CC=C1)C(CN1C=NC=C1)O